[Na+].[Na+].C(C)[NH3+] ethylammonium, disodium salt